C(CCC)(=O)NC=1C=C2C(C(N(C2=CC1)CC1=CC=C(C(=O)NC)C=C1)=O)=O 4-((5-butyrylamino-2,3-diketoindol-1-yl)methyl)-N-methylbenzamide